1,5-dimethyl-N-[(1s,4s)-4-{[2-(trifluoromethyl)quinolin-4-yl]amino}cyclohexyl]-1H-pyrazole-3-carboxamide CN1N=C(C=C1C)C(=O)NC1CCC(CC1)NC1=CC(=NC2=CC=CC=C12)C(F)(F)F